3-amino-N-{3-fluoro-2-[3-(methoxymethyl)-4-(methylamino)pyrrolidin-1-yl]-5,6,7,8-tetrahydroquinolin-6-yl}-4,6-dimethylthieno[2,3-b]pyridine-2-carboxamide NC1=C(SC2=NC(=CC(=C21)C)C)C(=O)NC2CC=1C=C(C(=NC1CC2)N2CC(C(C2)NC)COC)F